FC1=CC=C(C=C1)C=1C=C2C(=NC=NC2=C(C1)OC)NCC=1N=NC(=CC1)C 6-(4-Fluorophenyl)-8-methoxy-N-((6-methylpyridazin-3-yl)methyl)quinazolin-4-amine